dihydrobromide C1=C(NC=N1)CCSC(=N)N.Br.Br